2-amino-5-[(rac)-1-(ethylcarbamoyl)-5',6'-dihydrospiro[pyrrolidine-3,4'-pyrrolo[1,2-b]pyrazol]-2'-yl]pyridine-3-carboxylic acid NC1=NC=C(C=C1C(=O)O)C=1C=C2N(N1)CC[C@]21CN(CC1)C(NCC)=O |r|